5-(aminomethyl)-2-(benzyloxy)phenol NCC=1C=CC(=C(C1)O)OCC1=CC=CC=C1